C(#N)[C@H]1N(CSC1)C(CC1=NC2=CC=C(C=C2C(=C1)C(=O)N)[C@@H](C)C1=NC=CC=C1F)=O |&1:22| (2-((R)-4-Cyanothiazolidin-3-yl)-2-oxoethyl)-6-((RS)-1-(3-fluoropyridin-2-yl)ethyl)quinoline-4-carboxamide